FC1=C(C=CC(=C1)F)C=1SC=C(N1)C=1OC2=C(C1)C=CC(=C2)[N+](=O)[O-] 2-(2,4-Difluorophenyl)-4-(6-nitrobenzofuran-2-yl)thiazole